C(CCCCCC=C)[Si](Cl)(CC=C)CC=C 7-octenyldi(allyl)chlorosilane